iron tetradecanoic acid C(CCCCCCCCCCCCC)(=O)O.[Fe]